4-[(4-aminophenyl)(2-fluorophenyl)methyl]aniline NC1=CC=C(C=C1)C(C1=CC=C(N)C=C1)C1=C(C=CC=C1)F